2-[({5-chloro-7-oxo-7,8-dihydro-6H-spiro[[1,3]oxazolo[5,4-f]quinazoline-9,1'-cyclohexan]-2-yl}methyl)amino]-N,N-diethylacetamide methyl-piperonylate COC(C1=CC=2OCOC2C=C1)=O.ClC=1C=C2C(=C3C1NC(NC31CCCCC1)=O)OC(=N2)CNCC(=O)N(CC)CC